ClC=1C=C(C=CC1)C#CC1=C(C=CC=C1)NC(C)=O N-(2-((3-chlorophenyl)ethynyl)phenyl)acetamide